C1(CC1)N1N=C(N=C1[C@H]1C[C@H](CC1)N1CCC2(CS(C2)(=O)=O)CC1)C1=NC(=CC=C1)C(F)(F)F 7-((1S,3R)-3-(1-cyclopropyl-3-(6-(trifluoromethyl)pyridin-2-yl)-1H-1,2,4-triazol-5-yl)cyclopentyl)-2-thia-7-azaspiro[3.5]nonane 2,2-dioxide